7-Methoxy-3-methyl-8-(1-methyl-1H-pyrazol-4-yl)-1-pyridin-4-yl-1,3-dihydro-imidazo[4,5-c]quinolin-2-one COC=1C(=CC=2C3=C(C=NC2C1)N(C(N3C3=CC=NC=C3)=O)C)C=3C=NN(C3)C